O=C1NC(CCC1N1C(C2=CC=C(C=C2C1)CNC(/C(/CC1=CC=C(C=C1)N1CCOCC1)=N/O)=O)=O)=O (E)-N-((2-(2,6-dioxopiperidin-3-yl)-1-oxoisoindolin-5-yl)methyl)-2-(hydroxyimino)-3-(4-morpholinophenyl)propanamide